ClC1=CC(=C(C(=C1)C(C)C)NC(=O)NS(=O)(=O)C1=NN(C(=C1)C(C)(C)O)C1=CC=CC=C1)C(C)C N-((4-chloro-2,6-diisopropylphenyl)carbamoyl)-5-(2-hydroxypropan-2-yl)-1-phenyl-1H-pyrazole-3-sulfonamide